C(#N)C1=C(N=C(S1)NC(=O)C=1C=CC(=NC1)N1CCC(CC1)C(=O)O)C1=CC=C(C=C1)OC 1-(5-(5-cyano-4-(4-methoxyphenyl)thiazol-2-ylcarbamoyl)pyridin-2-yl)piperidine-4-carboxylic acid